(2S,3R,4R,5S,6R)-2-[4-chloro-3-[(4-ethoxyphenyl)methyl]phenyl]-6-(hydroxymethyl)oxane-3,4,5-triol ClC1=C(C=C(C=C1)[C@@H]1O[C@@H]([C@H]([C@@H]([C@H]1O)O)O)CO)CC1=CC=C(C=C1)OCC